benzyl (3S)-3-((4-(2-fluoro-3-pyridyl)pyrimidin-2-yl)amino)piperidine-1-carboxylate FC1=NC=CC=C1C1=NC(=NC=C1)N[C@@H]1CN(CCC1)C(=O)OCC1=CC=CC=C1